OC[C@H]1N(CC1)C(=O)OC(C)(C)C tertbutyl (S)-2-(hydroxyl methyl)azetidine-1-carboxylate